1-(4-(4-(4-fluorophenyl)-2H-1,2,3-triazol-2-yl)piperidin-1-yl)-2-(4-methyl-1,2,5-oxadiazol-3-yl)ethan-1-one FC1=CC=C(C=C1)C1=NN(N=C1)C1CCN(CC1)C(CC1=NON=C1C)=O